1-((4-((3-methoxybenzyl)(4-(pyrrolidin-1-yl)benzyl)amino)pyridin-2-yl)methyl)piperazin-2-one COC=1C=C(CN(C2=CC(=NC=C2)CN2C(CNCC2)=O)CC2=CC=C(C=C2)N2CCCC2)C=CC1